C(C)N(CC)CC1=CC(=NC=C1)C=1C=C2CN(C(C2=CC1)=O)C1C(NC(CC1)=O)=O 3-(5-(4-((diethylamino)methyl)pyridin-2-yl)-1-oxoisoindolin-2-yl)piperidine-2,6-dione